FC=1C=C(C=CC1OC1=CC=NC2=CC(=C(C=C12)OC)O)N(C(=O)C1(CC1)C(=O)N)C1=CC=C(C=C1)F N-(3-fluoro-4-((7-hydroxy-6-methoxyquinolin-4-yl)oxy)phenyl)-N-(4-fluorophenyl)cyclopropane-1,1-dicarboxamide